p-propenyl-phenol C(=CC)C1=CC=C(C=C1)O